ClC=1C(=NOC1C(C(=O)OC)C(C)C)OCC(OCC)OCC methyl 2-[4-chloro-3-(2,2-diethoxyethoxy)-1,2-oxazol-5-yl]-3-methylbutanoate